(R)-benzyl 5-amino-4-((S)-2-((tert-butoxy carbonyl) amino) propanamido)-5-oxopentanoate NC([C@@H](CCC(=O)OCC1=CC=CC=C1)NC([C@H](C)NC(=O)OC(C)(C)C)=O)=O